3-[[(tert-butyldimethylsilyl)oxy]methyl]-7-chloro-2H,3H-furo[2,3-c]pyridine [Si](C)(C)(C(C)(C)C)OCC1COC2=C(N=CC=C21)Cl